FC=1C=C(C=CC1OC)C=1C=C2CCC3(C(C2=CC1)NC(O[C@@H]1CN2CCC1CC2)=O)CC3 (S)-quinuclidin-3-yl (6'-(3-fluoro-4-methoxyphenyl)-3',4'-dihydro-1'H-spiro[cyclopropane-1,2'-naphthalen]-1'-yl)carbamate